ClC1=NN(C=C1N(C(CCS(=O)CCC(F)(F)F)=O)CC)C=1C=NC=CC1 (-)-N-[3-chloro-1-(3-pyridinyl)-1H-pyrazol-4-yl]-N-ethyl-3-[(3,3,3-trifluoropropyl)-sulfinyl]propanamide